N1=CC(=CC=C1)C=CC(=O)C1=CC=NC=C1 3-(3-Pyridinyl)-1-(4-pyridinyl)-2-propen-1-one